2-(1-chloro-7-isopropoxyisoquinolin-4-yl)benzonitrile ClC1=NC=C(C2=CC=C(C=C12)OC(C)C)C1=C(C#N)C=CC=C1